3-formyl-2,7-dimethyl-5,7-dihydro-4H-pyrazolo[3,4-c]pyridine-6-carboxylic acid tert-butyl ester C(C)(C)(C)OC(=O)N1C(C=2C(CC1)=C(N(N2)C)C=O)C